(1-((4-Nitrophenyl)sulfonyl)piperidin-3-yl)methanamine hydrochloride Cl.[N+](=O)([O-])C1=CC=C(C=C1)S(=O)(=O)N1CC(CCC1)CN